(3-n-butyl-cyclopentadienyl)(2-methyl-4-bromo-1,5,6,7-tetrahydro-s-indacenyl)hafnium (IV) C(CCC)C1=CC(C=C1)[Hf+2]C1C(=CC2=C(C=3CCCC3C=C12)Br)C